(R)-6-chloro-7-(2-(((3-chloropyridin-2-yl)oxy)methyl)pyrrolidin-1-yl)-1-(6-hydroxypyridin-3-yl)-4-oxo-1,4-dihydroquinoline-3-carboxylic acid ClC=1C=C2C(C(=CN(C2=CC1N1[C@H](CCC1)COC1=NC=CC=C1Cl)C=1C=NC(=CC1)O)C(=O)O)=O